(1R,2S)-2-fluoro-N-(3-(5-fluoro-4-methylpyridin-3-yl)-2-oxo-1,2-dihydro-1,6-naphthyridin-7-yl)cyclopropane-1-carboxamide F[C@@H]1[C@H](C1)C(=O)NC1=NC=C2C=C(C(NC2=C1)=O)C=1C=NC=C(C1C)F